1-cyclopentyl-5-(4-methoxypyrimidin-2-yl)-1H-indole-3-carbonitrile C1(CCCC1)N1C=C(C2=CC(=CC=C12)C1=NC=CC(=N1)OC)C#N